C(C[C@@H](CO)O)C=O dideoxyribose